2-[(4-Bromo-2,3-difluoro-phenyl)-methoxy-methylene]malononitrile BrC1=C(C(=C(C=C1)C(=C(C#N)C#N)OC)F)F